C(CCCCCCC)[Al](CCCCCCCC)CCCCCCCC trin-octylaluminum